[15NH2][13C@@H]([13CH2][13C]1=[13CH][13CH]=[13C]([13CH]=[13CH]1)O)[13C](=O)O [13C9,15N1]-tyrosine